1,3,5-trimethylpiperidinium methyl-sulfate COS(=O)(=O)[O-].C[NH+]1CC(CC(C1)C)C